F[C@H]1[C@@](COC1)(C)N1CCN(CC1)C=1C=C2C=C(N=CC2=CC1C)NC(=O)[C@H]1COC(C1)(C)C (3R)-N-[6-[4-((3S,4S)-4-fluoro-3-methyl-tetrahydrofuran-3-yl)piperazin-1-yl]-7-methyl-3-isoquinolyl]-5,5-dimethyl-tetrahydrofuran-3-carboxamide